(R)-N4-(3-(2-fluorobenzamido)-1-methyl-1H-pyrazol-5-yl)-2-methyl-N1-((S)-11-oxo-2,3,10,11-tetrahydro-1H,5H-benzo[d]pyrazolo[1,2-a][1,2]diazepin-10-yl)succinamide FC1=C(C(=O)NC2=NN(C(=C2)NC(C[C@H](C(=O)N[C@H]2C3=C(CN4N(C2=O)CCC4)C=CC=C3)C)=O)C)C=CC=C1